N-(2-((5-cyano-4-((2-isopropoxyphenyl)amino)pyrimidin-2-yl)amino)-5-(4-((3-hydroxypropyl)(methyl)amino)piperidin-1-yl)phenyl)acrylamide C(#N)C=1C(=NC(=NC1)NC1=C(C=C(C=C1)N1CCC(CC1)N(C)CCCO)NC(C=C)=O)NC1=C(C=CC=C1)OC(C)C